ClC1=NC2=C(C=CC=C2C=C1)C1CN(C1)C(=O)OC(C)(C)C tert-Butyl 3-(2-chloro-8-quinolyl)azetidine-1-carboxylate